NC1=CC=C(OC2=C(C=C(C=C2)C2=C(C=CC=C2)N)CCCC)C=C1 4-(4-aminophenoxy)-3-butylphenylbenzenamine